5-ethynyl-6-fluoro-4-(8-fluoro-2-(((2R,7aS)-2-fluorotetrahydro-1H-pyrrolizin-7a(5H)-yl)methoxy)-5-((3-(oxiran-2-yl)phenethyl)amino)pyrido[4,3-d]pyrimidin-7-yl)naphthalen-2-ol C(#C)C1=C2C(=CC(=CC2=CC=C1F)O)C1=C(C=2N=C(N=CC2C(=N1)NCCC1=CC(=CC=C1)C1OC1)OC[C@]12CCCN2C[C@@H](C1)F)F